C(C)C1=C(C=C(C(=C1)[N+](=O)[O-])OC([2H])([2H])[2H])F 1-ethyl-2-fluoro-5-nitro-4-(trideuteriomethoxy)benzene